COC1=CC(=CC=C1)S(=O)(=O)C 1-methoxy-3-methylsulfonyl-benzene